methyl 4-bromo-3,5-difluoro-benzoate BrC1=C(C=C(C(=O)OC)C=C1F)F